(R)-(5-(7-chloro-8-((1-(2,3-difluorophenyl)-2,2-difluoroethyl)amino)-3-fluoro-6-methyl-1,5-naphthyridin-2-yl)pyridin-2-yl)dimethylphosphine oxide ClC1=C(N=C2C=C(C(=NC2=C1N[C@@H](C(F)F)C1=C(C(=CC=C1)F)F)C=1C=CC(=NC1)P(C)(C)=O)F)C